4-(hydroxymethylphosphono)-2-hydroxybutyric acid OCOP(=O)(O)CCC(C(=O)O)O